(1R,2R,4S)-2-(hydroxymethyl)-2-(methoxymethyl)-1-azabicyclo[2.2.1]heptan-3-one OC[C@@]1(N2CC[C@H](C1=O)C2)COC